6-Bromo-2-(((3-(1-cyclopropyl-1H-1,2,4-triazol-3-yl)-4-methoxy-5-nitrobenzyl)oxy)methyl)-3-fluoropyridine BrC1=CC=C(C(=N1)COCC1=CC(=C(C(=C1)[N+](=O)[O-])OC)C1=NN(C=N1)C1CC1)F